C(C1CO1)OCC1=C(C=C)C=CC=C1COCC1CO1 2,3-di(glycidoxymethyl)styrene